tert-Butyl 6-(4-((5-chloro-6-methoxypyridin-3-yl)amino)pyrido[3,2-d]pyrimidin-6-yl)-1,6-diazaspiro[3.3]heptane-1-carboxylate ClC=1C=C(C=NC1OC)NC=1C2=C(N=CN1)C=CC(=N2)N2CC1(CCN1C(=O)OC(C)(C)C)C2